BrC1=CC(=C(C(=C1)F)C1=NC2=C(N1C[C@H]1CN(CCO1)C(=O)OC(C)(C)C)C=C(C(=C2)Cl)F)Cl tert-butyl (S)-2-((2-(4-bromo-2-chloro-6-fluorophenyl)-5-chloro-6-fluoro-1H-benzo[d]imidazole-1-yl)methyl)morpholine-4-carboxylate